5-methyl-3-(piperidin-4-yl)-1,2-benzisoxazole monohydrochloride Cl.CC=1C=CC2=C(C(=NO2)C2CCNCC2)C1